(E)-3-(2-(3-(2-((1,5-dimethyl-1H-pyrazol-3-yl)amino)-5-methylpyrimidin-4-yl)-1H-indol-7-yl)-1-oxoisoindolin-4-yl)-2-methylacrylamide CN1N=C(C=C1C)NC1=NC=C(C(=N1)C1=CNC2=C(C=CC=C12)N1C(C2=CC=CC(=C2C1)/C=C(/C(=O)N)\C)=O)C